1-(3-((2-((3-methyl-1-(1-methyl-d3-piperidin-4-yl)-1H-pyrazol-4-yl)amino)-5-(trifluoromethyl)pyrimidin-4-yl)amino)propyl)azepan-2-one CC1=NN(C=C1NC1=NC=C(C(=N1)NCCCN1C(CCCCC1)=O)C(F)(F)F)C1CCN(CC1)C([2H])([2H])[2H]